[(2-methylpropanoyl)oxy]propan CC(C(=O)OCCC)C